1-(7-(3,4-dimethoxyphenyl)pyrazolo[1,5-a]pyrimidine-2-carboxamido)cyclopropane-1-carboxylic acid COC=1C=C(C=CC1OC)C1=CC=NC=2N1N=C(C2)C(=O)NC2(CC2)C(=O)O